3-Azabicyclo[2.1.1]hexan C12CNC(C1)C2